FC1(C[C@@H](CC1)NC1=CC=CC=C1)F |r| N-[(rac)-3,3-difluorocyclopentyl]aniline